ClC=1C(=CC2=C(N=C(N=C2N[C@H](C)C2=C(C(=CC=C2)C(F)(F)F)F)C)N1)C1CCS(CC1)(=O)=O (R)-4-(7-chloro-4-((1-(2-fluoro-3-(trifluoromethyl)phenyl)ethyl)amino)-2-methylpyrido[2,3-d]pyrimidin-6-yl)tetrahydro-2H-thiopyran 1,1-dioxide